8-(2-fluoro-5-(2-morpholinoethoxy)phenyl)-N-(4-morpholinophenyl)pyrido[3,4-d]pyrimidin-2-amine FC1=C(C=C(C=C1)OCCN1CCOCC1)C1=NC=CC2=C1N=C(N=C2)NC2=CC=C(C=C2)N2CCOCC2